ethyl 1-(6-azidohexyl)-4-[(tert-butoxycarbonyl)amino]pyrrole-2-carboxylate N(=[N+]=[N-])CCCCCCN1C(=CC(=C1)NC(=O)OC(C)(C)C)C(=O)OCC